2-[(R)-amino(1-[imidazo[1,2-a]pyrimidine-6-carbonyl]piperidin-4-yl)methyl]-4-chloro-5-methylphenol N[C@@H](C1=C(C=C(C(=C1)Cl)C)O)C1CCN(CC1)C(=O)C=1C=NC=2N(C1)C=CN2